FC1=C(C=C(C=C1)F)C(CC#CC#CC=1C(=NNC1)C)C=1C(N(C=CC1)C)=O 4-(6-(2,5-Difluorophenyl)-6-(1-methyl-2-oxo-1,2-dihydropyridin-3-yl)hex-1,3-diyn-1-yl)-3-methylpyrazole